3-(((7-(2-aminopyrimidin-4-yl)-2,3-dihydrofuro[3,2-c]pyridin-4-yl)amino)methyl)-N-(oxetan-2-ylmethyl)benzamide NC1=NC=CC(=N1)C=1C2=C(C(=NC1)NCC=1C=C(C(=O)NCC3OCC3)C=CC1)CCO2